C1CCN2CCC(CC12)C=1C=C2CN(C(C2=CC1)=O)C1C(NC(CC1)=O)=O 3-(5-(octahydro-indolizin-7-yl)-1-oxoisoindolin-2-yl)piperidine-2,6-dione